COC(=O)C1=C(NC(=C(C1C=1C2=C(SC1)C(=CC=C2)F)C(C)=O)C)C2CC2 5-acetyl-2-cyclopropyl-4-(7-fluorobenzo[b]thiophen-3-yl)-6-methyl-1,4-dihydropyridine-3-carboxylic acid methyl ester